2-N,6-N-Bis(4-bromophenyl)-3,5-dinitropyridine-2,6-diamine BrC1=CC=C(C=C1)NC1=NC(=C(C=C1[N+](=O)[O-])[N+](=O)[O-])NC1=CC=C(C=C1)Br